N-(4-{[6-chloro-2-(trifluoromethyl)quinolin-4-yl]amino}cyclohexyl)imidazo[1,5-a]pyridine-1-carboxamide ClC=1C=C2C(=CC(=NC2=CC1)C(F)(F)F)NC1CCC(CC1)NC(=O)C=1N=CN2C1C=CC=C2